disilanerate [Si](\[SiH]=C(\C)/CCC=C(C)C)(=O)[O-]